O1C(CCCC1)O[C@@H](C)C=1N(C=CN1)CC1=NOC(=C1)C1=CC=C(C=C1)C#CC1=CC=C(C(=O)[O-])C=C1 4-((4-(3-((2-((1S)-1-((tetrahydro-2H-pyran-2-yl)oxy)ethyl)-1H-imidazol-1-yl)methyl)isoxazol-5-yl)phenyl)ethynyl)benzoate